C1(=CC=CC=C1)S(=O)(=O)OC1(OC(=NN1)SCCCCOC1=C(OC2=CC(=CC(=C2C1=O)OC)OC)C1=CC(=C(C(=C1)OC)OC)OC)C (methyl 5-((4-((5,7-dimethoxy-4-oxo-2-(3,4,5-trimethoxyphenyl)-4H-chromen-3-yl) oxy) butyl) thio)-1,3,4-oxadiazol-2-yl) benzenesulfonate